ClC1=CC2=C(N(C(N=C2N2[C@H](CN(CC2)C(C=C)=O)C)=O)C=2C(=NC=NC2)C(C)(C)C)N=C1C1=C(C=CC=C1)F 6-chloro-7-(2-fluorophenyl)-1-(4-(2-methyl-2-propanyl)-5-pyrimidinyl)-4-((2S)-2-methyl-4-(2-propenoyl)-1-piperazinyl)pyrido[2,3-d]pyrimidin-2(1H)-one